tert-butyl (S)-3-((tert-butoxycarbonyl)amino)-4-hydroxybutanoate C(C)(C)(C)OC(=O)N[C@@H](CC(=O)OC(C)(C)C)CO